ethyl 1-(4-fluorophenyl)-3-methyl-1H-pyrazole-4-carboxylate FC1=CC=C(C=C1)N1N=C(C(=C1)C(=O)OCC)C